N1(CC1)CCC(=O)O.N1(CC1)CCC(=O)O.N1(CC1)CCC(=O)O.C(O)C(CC)(CO)CO trimethylolpropane tris[3-aziridinylpropionate]